C(C1=CC=CC=C1)OCCCC(C(=O)O)(C(=O)O)C 2-(3-benzyloxypropyl)-2-methyl-propanedioic acid